((4-(2-amino-6-(2-fluorophenyl)pyrimidin-4-yl)-1H-1,2,3-triazol-1-yl)methyl)-1-(2-hydroxy-2-methylpropyl)pyridin-2(1H)-one NC1=NC(=CC(=N1)C=1N=NN(C1)CC=1C(N(C=CC1)CC(C)(C)O)=O)C1=C(C=CC=C1)F